ClC1=C(C=C(CNC(CCC)=O)C=C1)C=1NC(C=C(N1)C=1C=NC(=CC1)OCC1CCOCC1)=O N-(4-chloro-3-{6-oxo-4-[6-(tetrahydropyran-4-ylmethoxy)pyridin-3-yl]-1,6-dihydropyrimidin-2-yl}benzyl)butanamide